NC(CCNCCC(C(C)C)N1CC2(C1)CN(CC2)C=2N=CN=NC2OC2=C(C(=O)N(C(C)C)CC)C=C(C=C2)F)=O (-)-2-((5-(2-(1-((3-Amino-3-oxopropyl)amino)-4-methylpent-3-yl)-2,6-diazaspiro[3.4]oct-6-yl)-1,2,4-triazin-6-yl)oxy)-N-ethyl-5-fluoro-N-isopropylbenzamide